3-Bromo-7-(trifluoromethoxy)dibenzo[b,f][1,4]oxazepin BrC1=CC2=C(C=NC3=C(O2)C=C(C=C3)OC(F)(F)F)C=C1